C(#N)C1CC2(C1)C[C@H](N(CC2)CC2=C1C=CNC1=C(C=C2OC)C)C2=CC=C(C(=O)NCC1=CN(C(C=C1)=O)C)C=C2 4-((2S,4r,6S)-2-cyano-7-((5-methoxy-7-methyl-1H-indol-4-yl)methyl)-7-azaspiro[3.5]nonan-6-yl)-N-((1-methyl-6-oxo-1,6-dihydropyridin-3-yl)methyl)benzamide